ortho-hexynylbenzoate C(#CCCCC)C1=C(C(=O)[O-])C=CC=C1